O=C1NC(CCC1N1C(C2=CC=C(C=C2C1=O)NCC#C)=O)=O 2-(2,6-dioxopiperidin-3-yl)-5-(prop-2-yn-1-ylamino)isoindoline-1,3-dione